FC1=CC(=CC2=C1C(CO2)C(=O)OCC)F ethyl 4,6-difluoro-2,3-dihydrobenzofuran-3-carboxylate